C(C)(C)(C)OC(N[C@H]1C(N([C@H]([C@H](C1)C1=C(C(=CC=C1F)F)F)C)CC(F)(F)F)=O)=O ((3R,5R,6S)-6-methyl-2-oxo-1-(2,2,2-triFluoroethyl)-5-(2,3,6-trifluorophenyl)piperidin-3-yl)carbamic acid tert-butyl ester